BrC=1C(=C(COCC2CN(CC23CN(C3)C(=O)C3(CC3)C(F)(F)F)C(=O)C=3C=NN(C3)CC3=C(C(=O)OC(C)(C)C)C=CC=C3)C=CC1)F tert-butyl 2-((4-(8-(((3-bromo-2-fluorobenzyl)oxy)methyl)-2-(1-(trifluoromethyl)cyclopropane-1-carbonyl)-2,6-diazaspiro[3.4]octane-6-carbonyl)-1H-pyrazol-1-yl)methyl)benzoate